5-((4-chlorophenyl)amino)pyrido[3,4-e][1,2,4]triazolo[4,3-c]pyrimidine-3-carboxylic acid ClC1=CC=C(C=C1)NC1=NC2=C(C=3N1C(=NN3)C(=O)O)C=NC=C2